2-(3,4-dichlorophenoxy)ethyl-diethylamine ClC=1C=C(OCCN(CC)CC)C=CC1Cl